(R)-1-(4-(6-amino-5-(trifluoromethyl)pyridin-3-yl)-1-(3-(4,4-difluoropiperidin-1-yl)bicyclo[1.1.1]pentan-1-yl)-1H-imidazol-2-yl)-2,2,2-trifluoroethanol NC1=C(C=C(C=N1)C=1N=C(N(C1)C12CC(C1)(C2)N2CCC(CC2)(F)F)[C@H](C(F)(F)F)O)C(F)(F)F